2-(2-((1r,4r)-4-(3-(2-(difluoromethoxy)-6-methoxypyridin-3-yl)-1-(2-isopropylphenyl)ureido)cyclohexyl)-1,3-dioxolan-2-yl)acetic acid FC(OC1=NC(=CC=C1NC(N(C1=C(C=CC=C1)C(C)C)C1CCC(CC1)C1(OCCO1)CC(=O)O)=O)OC)F